CC12OC(C(CC1)CC2)(C)C 1,3,3-trimethyl-2-oxabicyclo(2.2.2)octane